C(#C)C1=C(C=CC(=C1)NS(=O)(=O)C=1C=C2NC(C(NC2=CC1C)=O)=O)C1=CC=C(C=C1)C#C N-(2,4'-diethynyl-[1,1'-biphenyl]-4-yl)-7-methyl-2,3-dioxo-1,2,3,4-tetrahydroquinoxaline-6-sulfonamide